S=C1C=CC=C(N1)NC(OC(C)(C)C)=O tert-butyl (6-thioxo-1,6-dihydropyridin-2-yl)carbamate